NC(C(=O)NC(C(=O)O)CC(C)C)C(C)C 2-(2-amino-3-methylbutanamido)-4-methylvaleric acid